C(C(C)C)OC=C(C)C1=CC(=CC=C1)C(=COC(COC)C)C 1-(1-isobutoxyprop-1-en-2-yl)-3-(1-((1-methoxypropan-2-yl)oxy)prop-1-en-2-yl)benzene